ClC1=CC=C(C=C1)C=1C=NN(C1)C12CC(C1)(C2)C(=O)O 3-(4-(4-chlorophenyl)-1H-pyrazol-1-yl)bicyclo[1.1.1]pentane-1-carboxylic acid